N-(3-((2-aminophenyl)amino)-3-oxopropyl)-4-(3,4-dimethyl-7-oxo-2-(p-tolyl)-2,7-dihydro-6H-pyrazolo[3,4-d]pyridazin-6-yl)butanamide NC1=C(C=CC=C1)NC(CCNC(CCCN1N=C(C=2C(C1=O)=NN(C2C)C2=CC=C(C=C2)C)C)=O)=O